FC([S@@](=O)(=N)C=1C(=NC=CC1)C(=O)NCC1=NC=C2C=CC(=NC2=C1)C1=NC(=CC=C1)N1C[C@@H](O[C@@H](C1)C)C)F ((R)-S-(difluoromethyl)sulfonimidoyl)-N-((2-(6-((cis)-2,6-dimethylmorpholino)pyridin-2-yl)-1,6-naphthyridin-7-yl)methyl)picolinamide